C1(CCCC1)NC1CCC1 (cyclopentylamino)cyclobutane